NSN Diamino thioether